(1s,4s)-4-(methylsulfonyl)cyclohexan-1-amine trifluoroacetate salt FC(C(=O)O)(F)F.CS(=O)(=O)C1CCC(CC1)N